(E)-2-(3,7-dimethylocta-2,6-dien-1-yl)-5-pentyl-4-((phenylsulfonyl)carbamoyl)-1,3-phenylene diacetate C(C)(=O)OC1=C(C(=C(C(=C1)CCCCC)C(NS(=O)(=O)C1=CC=CC=C1)=O)OC(C)=O)C\C=C(\CCC=C(C)C)/C